(2S)-3-(2,3-difluorophenyl)-2-aminopropanoic acid FC1=C(C=CC=C1F)C[C@@H](C(=O)O)N